2-(2-chloro-5-methylsulfanylphenyl)-1-methyl-1-(3-methylsulfanylphenyl)guanidine ClC1=C(C=C(C=C1)SC)N=C(N(C1=CC(=CC=C1)SC)C)N